FCC1=NN=C(S1)N1C(C2=CC=CC=C2C1=O)=O (5-(fluoromethyl)-1,3,4-thiadiazol-2-yl)isoindoline-1,3-dione